2,2-difluoro-1-(pyridin-3-yl)ethan-1-d-1-ol FC(C(O)([2H])C=1C=NC=CC1)F